(3R)-3-((4-chloro-5-methyl-5,6,7,8-tetrahydrophthalazin-1-yl)amino)piperidine-1-carboxylic acid tert-butyl ester C(C)(C)(C)OC(=O)N1C[C@@H](CCC1)NC1=NN=C(C=2C(CCCC12)C)Cl